COC(C1CCN(CC1)C=1N=C(C2=C(N1)C(=C(N=C2)C2=CC(=CC1=CC=CC(=C21)CC)OCOC)F)C2C1CCC(CN2)N1C(=O)[O-])OC 2-[[4-(dimethoxymethyl)-1-piperidyl]-7-[8-ethyl-3-(methoxymethoxy)-1-naphthyl]-8-fluoro-pyrido[4,3-d]pyrimidin-4-yl]-3,8-diazabicyclo[3.2.1]octane-8-carboxylate